CC1=CC=C(C=C1)S(=O)(=O)N1C=CC=2C1=NC(=CC2C=2C=NN(C2)C2CN(C2)S(=O)(=O)C(F)(F)F)NC(=O)C2CC2 N-(1-p-toluenesulfonyl-4-(1-(1-((trifluoromethyl)sulfonyl)azetidin-3-yl)-1H-pyrazol-4-yl)-1H-pyrrolo[2,3-b]pyridin-6-yl)cyclopropylcarboxamide